(2R)-4-[3-[4-[5-[tert-butyl(dimethyl)silyl]oxy-1-tetrahydropyran-2-yl-indazol-3-yl]triazol-2-yl]propoxy]butan-2-ol [Si](C)(C)(C(C)(C)C)OC=1C=C2C(=NN(C2=CC1)C1OCCCC1)C1=NN(N=C1)CCCOCC[C@@H](C)O